(4-(4-amino-7-(3-hydroxycyclobutyl)-7H-pyrrolo[2,3-d]pyrimidin-5-yl)phenyl)-2-oxo-1-(piperidin-2-yl)-1,2,4,5,6,7-hexahydropyrazolo[1,5-a]pyridine-3-carboxamide NC=1C2=C(N=CN1)N(C=C2C2=CC=C(C=C2)C2C=1N(CCC2)N(C(C1C(=O)N)=O)C1NCCCC1)C1CC(C1)O